1-Nonyl-3-butylpyrrolidinium methansulfonat CS(=O)(=O)[O-].C(CCCCCCCC)[NH+]1CC(CC1)CCCC